5-(chloromethyl)-2-methoxybenzamide ClCC=1C=CC(=C(C(=O)N)C1)OC